FC(C=1C=C(C=C(C1)C(F)(F)F)CC#N)(F)F 3,5-bis(trifluoromethyl)phenylacetonitrile